N1=CN=C2NC(=CC=C21)C(=O)[O-] imidazolo[4,5-b]pyridine-5-carboxylate